COC1=NC(=NC(=C1)OC)SC1=CC=CC2=C1C(O[C@@H]2C)=O |r| (RS)-7-(4,6-Dimethoxypyrimidin-2-ylsulfanyl)-3-methyl-2-benzofuran-1(3H)-one